OC1=CC(=CC2=C1C(C(=CO2)C2=CC(=C(C=C2)OC)O)=O)O 5,7-Dihydroxy-3-(3-hydroxy-4-methoxyphenyl)-4H-1-benzopyran-4-one